2-(5-(4-cyclopropylphenyl)-3-(ethylsulfanyl)pyridin-2-yl)-4-ethyl-6-(trifluoromethyl)-3,4-dihydro-5H-imidazo[4,5-b]pyridin-5-one C1(CC1)C1=CC=C(C=C1)C=1C=C(C(=NC1)C1=NC2=C(N(C(C(=C2)C(F)(F)F)=O)CC)N1)SCC